Cl.FC=1C=C(C=NC1N1CCN(CC1)C(C)(C1CCNCC1)C)NC1C(NC(CC1)=O)=O 3-[[5-fluoro-6-[4-[1-methyl-1-(4-piperidyl)ethyl]piperazin-1-yl]-3-pyridyl]amino]piperidine-2,6-dione hydrochloride